NC1=CC(=C(OC=2C=CC(N(N2)CC)=O)C(=C1)Cl)Cl 6-(4-amino-2,6-dichlorophenoxy)-2-ethylpyridazin-3(2H)-one